[1-cyclohexylcarbonyloxy]butyl methyl (2E)-but-2-ene-1,4-dioate C(\C=C\C(=O)OC)(=O)OCCCCOC(=O)C1CCCCC1